5,7-difluoro-3-methyl-1-benzothiophene-2-carbaldehyde FC=1C=C(C2=C(C(=C(S2)C=O)C)C1)F